COC1=CC=C(C=C1)C(CCS(=O)(=O)C1=CC=CC=C1)=O 1-(4-methoxyphenyl)-3-(benzenesulfonyl)propan-1-one